6-fluoro-N-(3-fluoro-4-(4-(tert-butoxycarbonyl)piperazin-1-yl)phenyl)-4-trifluoromethylquinazolin-2-amine FC=1C=C2C(=NC(=NC2=CC1)NC1=CC(=C(C=C1)N1CCN(CC1)C(=O)OC(C)(C)C)F)C(F)(F)F